CC(CNCC=1C=CC=2N(C1)C=C(N2)CNC(=O)C=2N=C1N(C(C2)=O)C=CC=C1)C N-[(6-{[(2-methylpropyl)amino]methyl}imidazo[1,2-a]pyridin-2-yl)methyl]-4-oxo-4H-pyrido[1,2-a]pyrimidine-2-carboxamide